FC=1C=CC(=C(C1)C1CCN(CC1)[C@@H]1CC2(CN(C2)C(=O)C2(CC2)F)CC1)C1CCOCC1 (S)-(6-(4-(5-fluoro-2-(tetrahydro-2H-pyran-4-yl)phenyl)piperidin-1-yl)-2-azaspiro[3.4]octan-2-yl)(1-fluorocyclopropyl)methanone